4-(3,3-difluorocyclopentyl)phenol FC1(CC(CC1)C1=CC=C(C=C1)O)F